OC(C(=O)N1CCC(CC1)C)(C)C 1-(2-hydroxy-2-methyl-propionyl)-4-methyl-piperidine